Cyclobutyl (1R,3r)-3-(2-fluoro-5-(((R)-1-(5-fluoro-2-hydroxypyridin-3-yl)ethyl)amino)pyrazolo[1,5-c]pyrimidine-3-carboxamido)4-methylbenzenesulfonate FC1=NN2C=NC(=CC2=C1C(=O)NC=1C=C(C=CC1C)S(=O)(=O)OC1CCC1)N[C@H](C)C=1C(=NC=C(C1)F)O